FC=1C=C(C=C(C1)F)[C@@H]1N(OCC1)C1=CC(=NC=N1)NC=1C(=CC(=C(C1)NC(C=C)=O)N1CCC(CC1)N1CCN(CC1)C)OC N-(5-((6-((R)-3-(3,5-difluorophenyl)isoxazolidine-2-yl)pyrimidine-4-yl)amino)-4-methoxy-2-(4-(4-methylpiperazine-1-yl)piperidine-1-yl)phenyl)acrylamide